NC1CCC(CC1)OC1=C2C=CC=NC2=CC(=N1)N1CCOCC1 5-(4-aminocyclohexoxy)-7-morpholino-1,6-naphthyridin